(8-(4-cyclopentylpiperazin-1-yl)-5,5-dimethyl-1,3,4,5-tetrahydro-2H-benzo[c]azepin-2-yl)(1,3-dimethyl-1H-pyrazol-5-yl)methanone C1(CCCC1)N1CCN(CC1)C=1C=CC2=C(CN(CCC2(C)C)C(=O)C2=CC(=NN2C)C)C1